(4-bromo-3-fluoro-2-nitrophenyl)piperidine BrC1=C(C(=C(C=C1)N1CCCCC1)[N+](=O)[O-])F